1-((3S,4R)-4-(3-((4-amino-5-(4-chlorophenyl)-7-methyl-7H-pyrrolo[2,3-d]pyrimidin-6-yl)ethynyl)azetidin-1-yl)-3-hydroxypiperidin-1-yl)prop-2-en-1-one NC=1C2=C(N=CN1)N(C(=C2C2=CC=C(C=C2)Cl)C#CC2CN(C2)[C@H]2[C@H](CN(CC2)C(C=C)=O)O)C